mono-n-dodecyl-monooxyethylenesulfosuccinic acid C(CCCCCCCCCCC)OCCC(C(=O)O)(CC(=O)O)S(=O)(=O)O